1-methyl 10-(1,2,2,6,6-pentamethyl-4-piperidinyl) decanedioate C(CCCCCCCCC(=O)OC1CC(N(C(C1)(C)C)C)(C)C)(=O)OC